4-(6-(Methoxycarbamoyl)-2-methylpyridin-3-yl)piperazine-1-carboxylic acid tert-butyl ester C(C)(C)(C)OC(=O)N1CCN(CC1)C=1C(=NC(=CC1)C(NOC)=O)C